tert-butyl (2-((6-(2,6-dioxopiperidin-3-yl) pyridin-3-yl) amino)-2-oxoethyl)-3,5-dimethylpiperazine-1-carboxylate O=C1NC(CCC1C1=CC=C(C=N1)NC(CC1N(CC(NC1C)C)C(=O)OC(C)(C)C)=O)=O